7-amino-4-benzyl-2-(methoxymethyl)-2H-benzo[b][1,4]oxazin-3(4H)-one NC=1C=CC2=C(OC(C(N2CC2=CC=CC=C2)=O)COC)C1